5-[[5-fluoro-3-(2,2,2-trifluoroethoxy)-2-pyridyl]oxy]-3-methyl-N-(4-methyl-1,1-dioxo-thian-4-yl)imidazo[4,5-b]pyridine-2-carboxamide FC=1C=C(C(=NC1)OC1=CC=C2C(=N1)N(C(=N2)C(=O)NC2(CCS(CC2)(=O)=O)C)C)OCC(F)(F)F